HEPTAETHYLENE GLYCOL C(COCCOCCOCCOCCOCCOCCO)O